C(CCCCCCCCCCCCCCCCC)N(C(CNC(CCCCCNC(CN1CCN(CCN(CCN(CC1)CC(=O)[O-])CC(=O)[O-])CC(=O)[O-])=O)=O)=O)CCCCCCCCCCCCCCCCCC.[Gd+3] gadolinium (III) 2,2',2''-(10-(2-((6-((2-(dioctadecylamino)-2-oxoethyl)amino)-6-oxohexyl)amino)-2-oxoethyl)-1,4,7,10-tetraazacyclododecane-1,4,7-triyl)triacetate